Cl.C1(CC1)COC([C@H](C1CCCCC1)N)=O.C1(=CC=CC2=CC3=CC=CC=C3C=C12)[Si](OCC)(OCC)OCC anthracenyl-triethoxysilane (S)-cyclopropylmethyl-2-amino-2-cyclohexylacetate hydrochloride